Acetylmorphinan C(C)(=O)C1=CC=CC=2[C@@]34CCCC[C@H]3[C@@H](CC12)NCC4